CC=1C(=NC=CC1)OC1C(CCC1)(C)C(C(=O)N)C1N(CCC1)C ((3-methyl-pyridin-2-yl)oxy(methyl)cyclopentyl)-2-(1-methylpyrrolidin-2-yl)acetamide